ClC=1C2=C(N=CN1)N(C(=C2)C(=O)N[C@H](C)C2=C(C(=CC=C2)C(F)F)F)C (R)-4-chloro-N-(1-(3-(difluoromethyl)-2-fluorophenyl)ethyl)-7-methyl-7H-pyrrolo[2,3-d]pyrimidine-6-carboxamide